2-(1-((5-bromopyridin-2-yl)sulfonyl)piperidin-4-yl)-4,5-dichloropyridazin-3(2H)-one BrC=1C=CC(=NC1)S(=O)(=O)N1CCC(CC1)N1N=CC(=C(C1=O)Cl)Cl